(Z)-3-(3-(5-fluoro-2-methoxyphenyl)-4-thiazolinonyl)-N-(4-(thiophen-2-yl)but-3-en-1-yl)benzamide (8-(2-hydroxyethoxy)-5,6,7,8-tetrahydro-1,6-naphthyridin-2-yl)phosphonate hydrochloride Cl.OCCOC1CNCC=2C=CC(=NC12)P(O)(O)=O.FC=1C=CC(=C(C1)N1C(SC=C1C=1C=C(C(=O)NCC\C=C/C=2SC=CC2)C=CC1)=O)OC